C1(CC1)S(=O)(=O)NC1=CC(=NC=C1)CNC(=O)C=1SC(=CN1)C=1C=NC=C(C1)OCC N-((4-(cyclopropanesulfonamido)pyridin-2-yl)methyl)-5-(5-ethoxypyridin-3-yl)thiazole-2-carboxamide